COC1=C(C(=O)NC2=CC=CC=C2)C(=CC(=C1)OC)\C=C\C1=CC=C(C=C1)OCC(N1CCCCC1)=O (E)-2,4-dimethoxy-6-(4-(2-oxo-2-(piperidin-1-yl)ethoxy)styryl)-N-phenylbenzamide